N-(2-((1r,4r)-4-(2-(3,9-diazaspiro[5.5]undec-3-yl)ethyl)cyclohexyl)-6-methoxy-2H-indazol-5-yl)-6-(trifluoromethyl)pyridinecarboxamide C1CN(CCC12CCNCC2)CCC2CCC(CC2)N2N=C1C=C(C(=CC1=C2)NC(=O)C2=NC(=CC=C2)C(F)(F)F)OC